2-(3-bromo-1-(4-(trifluoromethoxy)phenyl)-1H-pyrazolo[3,4-b]pyridin-4-yl)propan-2-ol Tert-butyl-5-((2-(3-hydroxyphenyl)quinazolin-4-yl)amino)-1H-indazole-1-carboxylate C(C)(C)(C)C1=NN(C2=CC=C(C=C12)NC1=NC(=NC2=CC=CC=C12)C1=CC(=CC=C1)O)C(=O)OC(C)(C)C1=C2C(=NC=C1)N(N=C2Br)C2=CC=C(C=C2)OC(F)(F)F